IC1=CC(=NN1C1OCCCC1)CNC(C1=C(C=CC=C1)OC(F)(F)F)=O N-[(5-iodo-1-tetrahydropyran-2-yl-pyrazol-3-yl)methyl]-2-(trifluoromethoxy)benzamide